N-(2-chloro-4-(2-(dimethylamino)ethoxy)-5-nitrophenyl)-4-(1-methyl-1H-indol-3-yl)pyrimidin-2-amine ClC1=C(C=C(C(=C1)OCCN(C)C)[N+](=O)[O-])NC1=NC=CC(=N1)C1=CN(C2=CC=CC=C12)C